C(C)(C)(C)OC(=O)NC1=CC=C(C=2OCCOC21)C(=O)O 5-(tert-Butoxycarbonylamino)-2,3-dihydro-1,4-benzodioxin-8-carboxylic acid